Diethyl (4-(6-amino-2,4-dioxo-3-(prop-2-yn-1-yl)-5-(3-(4-(trifluoromethyl) phenyl)propanamido)-3,4-dihydropyrimidin-1(2H)-yl)butyl)phosphonate NC1=C(C(N(C(N1CCCCP(OCC)(OCC)=O)=O)CC#C)=O)NC(CCC1=CC=C(C=C1)C(F)(F)F)=O